ClC=1C=2N(C=C(N1)Cl)N=CC2F 4,6-dichloro-3-fluoropyrazolo[1,5-a]pyrazine